(1S,4S)-2-oxa-5-azabicyclo[2.2.1]heptan [C@@H]12OC[C@@H](NC1)C2